4,5-Bis(4-methoxyphenyl)-2-methyloxazole COC1=CC=C(C=C1)C=1N=C(OC1C1=CC=C(C=C1)OC)C